ClC1(C(C(C1(F)F)(F)F)(F)F)Cl dichlorohexafluorocyclobutane